C(C=C)[C@@]1(C[C@H](O)[C@@H](CO)O1)N1C(=O)NC(=O)C=C1 Allyl-deoxyuridine